(S)-2-(2,8-dimethylimidazo[1,2-b]pyridazin-6-yl)-7-(8a-methylhexahydropyrrolo[1,2-a]pyrazin-2(1H)-yl)-4H-pyrido[1,2-a]pyrimidin-4-one CC=1N=C2N(N=C(C=C2C)C=2N=C3N(C(C2)=O)C=C(C=C3)N3C[C@]2(N(CC3)CCC2)C)C1